BrC=1C(=NC=C(N1)Br)N 3,5-dibromopyrazin-2-amine